C(CCCCCCCCCCCCCCCCCCCC)NCCCCN n-heneicosylbutylenediamine